4-(4-fluoro-3-(piperazine-1-carbonyl)benzyl)phthalazin-1(2H)-one hydrochloride salt Cl.FC1=C(C=C(CC2=NNC(C3=CC=CC=C23)=O)C=C1)C(=O)N1CCNCC1